C(#N)C1=C(C=C(C(N1C1=CC=C(C=C1)F)=O)C(=O)NC1=CC(=C(C=C1)OC1=CC=NC2=CC(=C(C=C12)OC)OC)F)C 6-cyano-N-(4-((6,7-dimethoxyquinolin-4-yl)oxy)-3-fluorophenyl)-1-(4-fluorophenyl)-5-methyl-2-oxo-1,2-dihydropyridine-3-carboxamide